CC(CC(=O)O[C@H]1CC[C@@]2([C@H]3CC[C@@]4([C@H](CC[C@H]4[C@@H]3CC[C@H]2C1)C(C)=O)C)C)CC(=O)OC(COC(CCCCCCC\C=C/CCCCCCCC)=O)COC(CCCCCCC\C=C/CCCCCCCC)=O 1-((3S,5S,8R,9S,10S,13S,14S,17S)-17-acetyl-10,13-dimethylhexadecahydro-1H-cyclopenta[a]phenanthren-3-yl) 5-(1,3-bis(oleoyloxy)propan-2-yl) 3-methylpentanedioate